C(C)OC(=O)N1CCN(CC1)C([C@@H](N)CC1=CC=CC=C1)=O phenylalanine-4-ethoxycarbonylpiperazide